(+)-alpha-phenylethylamine C[C@H](C1=CC=CC=C1)N